(2-amino-3-bromophenyl)(2-(trifluoromethyl)phenyl)methanol NC1=C(C=CC=C1Br)C(O)C1=C(C=CC=C1)C(F)(F)F